N-(4-cyano-2-fluoro-phenyl)-5-(1-methylpyrazol-3-yl)-1H-pyrrole-3-sulfonamide C(#N)C1=CC(=C(C=C1)NS(=O)(=O)C1=CNC(=C1)C1=NN(C=C1)C)F